FC(C(C#CC=1C(=C(C=CC1)N(C1=NC=2N(C3=CC=C(C=C13)F)C=NN2)CC(F)F)F)(C)C)F N-[3-(4,4-difluoro-3,3-dimethyl-but-1-ynyl)-2-fluoro-phenyl]-N-(2,2-difluoroethyl)-7-fluoro-[1,2,4]triazolo[4,3-a]quinazolin-5-amine